OC(CCCCCCCC(=O)O)C(CCCCCC)O 9,10-dihydroxyhexadecanoic acid